C1(=CC=CC=C1)COC1=CC=C(C=C1)C(=C(CC)C1=CC=C(C=C1)[O-])CC 4-(4-{4-[(phenylmethyl)oxy]phenyl}hex-3-en-3-yl)phenolate